(2-(tert-Butyl)-4-chloro-1H-benzo[d]imidazol-1-yl)(phenyl)methanone C(C)(C)(C)C1=NC2=C(N1C(=O)C1=CC=CC=C1)C=CC=C2Cl